Pyrano[2,3-a]phenazine O1CC=CC=2C1=C1N=C3C=CC=CC3=NC1=CC2